FC=1C=C(C=CC1C(=O)N1[C@@H](C/C(/C1)=N/OC)CO)C1=C(C(=CC=C1)C#N)C (S,Z)-3'-Fluoro-4'-(2-(hydroxymethyl)-4-(methoxyimino)pyrrolidine-1-carbonyl)-2-methyl-[1,1'-biphenyl]-3-carbonitrile